(3-bromo-5-fluorophenyl)(methyl)sulfane BrC=1C=C(C=C(C1)F)SC